2-(2-hydroxyphenyl)-4,5-diphenylimidazole OC1=C(C=CC=C1)C=1NC(=C(N1)C1=CC=CC=C1)C1=CC=CC=C1